N-[2-(2,4-dimethylphenyl)-2,2-difluoro-ethyl]-3-[3-(trifluoro-methyl)phenoxy]-5,6,8,9-tetrahydrooxepino[4,5-c]pyridazine-4-carboxamide CC1=C(C=CC(=C1)C)C(CNC(=O)C=1C2=C(N=NC1OC1=CC(=CC=C1)C(F)(F)F)CCOCC2)(F)F